COC1=C(CN(S(=O)(=O)C2=C(C=C(C=C2)N2C[C@](CCC2)(CCC2=CC(=CC=C2)C(F)(F)F)N(C2CCN(CC2)C)C)F)C2=NC=NC=C2)C=CC(=C1)OC (R)-N-(2,4-dimethoxybenzyl)-2-fluoro-4-(3-(methyl(1-methylpiperidin-4-yl)amino)-3-(3-(trifluoromethyl)phenethyl)piperidin-1-yl)-N-(pyrimidin-4-yl)benzenesulfonamide